BrC1=CC2=C(C=N1)N=C(N2[C@H]2C[C@H](CCC2)NC(OC(C)(C)C)=O)CC(C)C tert-butyl ((1S,3R)-3-(6-bromo-2-isobutyl-1H-imidazo[4,5-c]pyridin-1-yl)cyclohexyl)carbamate